9H-fluoren-9-ylmethyl {2-[(5-bromo-2-carbamoylthiophen-3-yl)amino]-1,1-dimethyl-2-oxoethyl}carbamate BrC1=CC(=C(S1)C(N)=O)NC(C(C)(C)NC(OCC1C2=CC=CC=C2C=2C=CC=CC12)=O)=O